C1(CC1)N1C(=NC2=C1C=C(C(=C2)F)F)N2C=NC1=C2C=CC(=C1)N 1'-cyclopropyl-5',6'-difluoro-1'H-[1,2'-bibenzo[d]imidazole]-5-amine